COC(C)(N(C)C)OC 1,1-dimethoxy-N,N-dimethyl-ethanamine